1-(8-methoxyquinolin-2-yl)piperidin COC=1C=CC=C2C=CC(=NC12)N1CCCCC1